FC(C=1C(=NC=CC1)N1C[C@H](CCC1)CN1C[C@@H](C([C@@H](C1)OCC1=CC=CC=C1)OCC1=CC=CC=C1)OCC1=CC=CC=C1)(F)F 3-(trifluoromethyl)-2-((R)-3-(((3S,4R,5R)-3,4,5-tris(benzyloxy)piperidin-1-yl)methyl)piperidin-1-yl)pyridine